[S-]C#N.C(CCC)N1C=[N+](C=C1)C 1-butyl-3-methylimidazolium thiocyanate